CC1=C(OC=2CCC3=CN(N=C3C21)CC2=NC=C(C=C2)C(F)(F)F)C(=O)OCC ethyl 8-methyl-2-{[5-(trifluoromethyl) pyridin-2-yl] methyl}-4,5-dihydro-2H-furo[2,3-g]indazole-7-carboxylate